2-(Tert-butylamino)-1-(2-fluorophenyl)ethan-1-ol C(C)(C)(C)NCC(O)C1=C(C=CC=C1)F